(benzyloxy)-1-(2-bromo-6-fluorophenyl)cyclobutan-1-ol C(C1=CC=CC=C1)OC1C(CC1)(O)C1=C(C=CC=C1F)Br